trans-5-((S)-2-(4-((3-cyano-5-fluorophenoxy)methyl)cyclohexane-1-carbonyl)isoxazolidin-3-yl)nicotinonitrile C(#N)C=1C=C(OC[C@@H]2CC[C@H](CC2)C(=O)N2OCC[C@H]2C=2C=NC=C(C#N)C2)C=C(C1)F